N'-[2-[[(1R)-1-(3,6-dimethyl-4-oxo-2-phenyl-benzopyran-8-yl)ethyl]amino]phenyl]sulfonyl-N,N-dimethyl-formamidine CC1=C(OC2=C(C1=O)C=C(C=C2[C@@H](C)NC2=C(C=CC=C2)S(=O)(=O)N=CN(C)C)C)C2=CC=CC=C2